1-(3-(2-aminopyrimidin-4-yl)-2-(4-fluorophenyl)-5,6,7,8-tetrahydroimidazo[1,2-a]pyrazin-7-yl)ethan-1-one NC1=NC=CC(=N1)C1=C(N=C2N1CCN(C2)C(C)=O)C2=CC=C(C=C2)F